(R)-6-Chloro-5-fluoro-1'-(4-((R or S)-1-(4-fluorophenyl)propyl)-1H-imidazole-2-carbonyl)spiro[benzo[d][1,3]oxazine-4,3'-piperidin]-2(1H)-one ClC1=C(C2=C(NC(O[C@@]23CN(CCC3)C(=O)C=3NC=C(N3)[C@H](CC)C3=CC=C(C=C3)F)=O)C=C1)F |o1:21|